BrC1=C(C=O)C(=CC(=C1C1(CC1)C)Cl)F 2-bromo-4-chloro-6-fluoro-3-(1-methylcyclopropyl)benzaldehyde